ClC=1C=C(C=CC1)C1=NNC=C1C1=NC=NC2=CC(=CC=C12)C=1C=NN(C1)C 4-(3-(3-chlorophenyl)-1H-pyrazol-4-yl)-7-(1-methyl-1H-pyrazol-4-yl)quinazoline